FC(S(=O)(=O)NC1=C(C=CC=C1)C1=CC=C2[C@@H]([C@H](COC2=C1)CC=1N=C(SC1)C1=CC=CC=C1)O)(F)F 1,1,1-Trifluoro-N-(2-((3S,4R)-4-hydroxy-3-((2-phenylthiazol-4-yl)methyl)chroman-7-yl)phenyl)methansulfonamid